5-(1-methyl-1H-imidazol-5-yl)-2-((2-(trimethyl-silyl)ethoxy)methyl)isoquinolin ethylhexyl-methoxycinnamate (ETHYLHEXYL-METHOXYCINNAMATE) C(C)C1=C(C(=C(C(=O)O)OC)CCCCCC)C=CC=C1.C(C)C1=C(C(=C(C(=O)O)OC)CCCCCC)C=CC=C1.CN1C=NC=C1C1=C2C=CN(CC2=CC=C1)COCC[Si](C)(C)C